BrC1=CC=CC(=N1)OCC=1C=CC(=NC1)C(=O)NCC#N 5-[(6-bromo-2-pyridyl)oxymethyl]-N-(cyanomethyl)pyridine-2-carboxamide